[Br-].C(C)[N+](C)(CC)CC tri-ethyl-methyl-ammonium bromide